OC=1C(=C(C(=CC1)C)NC(=O)C1=CN=C(S1)NC1=NN(C=C1)[C@H]1CN(CC1)C(CC1=CC=C(C=C1)NC(OC(C)(C)C)=O)=O)C tert-butyl N-[4-[2-[(3R)-3-[3-[[5-[(3-hydroxy-2,6-dimethyl-phenyl)carbamoyl]thiazol-2-yl]amino]pyrazol-1-yl]pyrrolidin-1-yl]-2-oxo-ethyl]phenyl]carbamate